ClC=1N=C(C(=NC1)N)C1=C(C=C(C=C1)Cl)F 5-chloro-3-(4-chloro-2-fluorophenyl)pyrazin-2-amine